FC(C)(F)C1CN(C1)CCC (S)-1-(3-(1,1-difluoroethyl)azetidine-1-yl)propane